2-(4-tert-butyl-phenyl)naphth[1,2-d]oxazole C(C)(C)(C)C1=CC=C(C=C1)C=1OC2=C(N1)C1=CC=CC=C1C=C2